(5-formyl-2-thienyl)boric acid C(=O)C1=CC=C(S1)OB(O)O